COC(=O)C1=CC(=CC=2NC(=NC21)C2CC2)C2=C(N=NN2C)C 2-cyclopropyl-6-(1,4-dimethyl-1H-1,2,3-triazol-5-yl)-1H-benzo[d]imidazole-4-carboxylic acid methyl ester